BrC=1C=NN(C1)C1CC(N(CC1)C(=O)OC(C)(C)C)(C)C tert-butyl 4-(4-bromo-1H-pyrazol-1-yl)-2,2-dimethylpiperidine-1-carboxylate